OC(=C)C(C)O 2,3-dihydroxyl-1-butene